ClC=1C=CC(=C(C1)[C@H](CCN([C@@H](C(=O)O)C=1C=NC=C(C1C1CCC(CC1)OC(F)(F)F)C)C)CCN1CC(CC1)(C)C)C (R)-2-(((S)-3-(5-chloro-2-methylphenyl)-5-(3,3-dimethylpyrrolidin-1-yl)pentyl)(methyl)amino)-2-(5-methyl-4-((1r,4R)-4-(trifluoromethoxy)-cyclohexyl)pyridin-3-yl)acetic acid